FC=1C=C2C(=C(/C(/C2=CC1)=C/C1=CC=C(C=C1)OC1=CC=C(C=C1)F)C)CCO (Z)-2-(5-fluoro-1-(4-(4-fluorophenoxy)benzylidene)-2-methyl-1H-inden-3-yl)-ethan-1-ol